C1(CC1)CN1CCC(CC1)CN1N=C2C3=C(CCC2=C1)OC(=C3C(F)(F)F)C(=O)NC[C@H]3OCCC3 2-{[1-(cyclopropylmethyl)piperidin-4-yl]methyl}-N-{[(2S)-oxolan-2-yl]methyl}-8-(trifluoromethyl)-4,5-dihydro-2H-furo[2,3-g]indazole-7-carboxamide